1-aminomethyl-(ethoxydimethylsilane) NCC(C)O[SiH](C)C